CC1=CC=C(N=N1)N1C=CC2=C(C=CC=C12)C(C)N1CCOCC1 4-(1-(1-(6-methylpyridazin-3-yl)-1H-indol-4-yl)ethyl)morpholine